C(C)(C)OC([C@@](CC(C)(C)C)(C1=CC=C(C=C1)Br)N)=O (R)-2-amino-2-(4-bromophenyl)-4,4-dimethylpentanoic acid isopropyl ester